3-(2-bromo-1,3-thiazol-5-yl)oxetan-3-ol BrC=1SC(=CN1)C1(COC1)O